C(CCCCC)C1=NNC=C1 hexylpyrazole